1-(1-(3-chlorobenzoyl)-2,3-dihydro-1H-indol-5-yl)ethanone ClC=1C=C(C(=O)N2CCC3=CC(=CC=C23)C(C)=O)C=CC1